(6-((1H-Imidazol-1-yl)methyl)-3,4-dihydroisoquinolin-2(1H)-yl)(2-(benzyloxy)-4-(difluoromethyl)-6-hydroxyphenyl)methanone N1(C=NC=C1)CC=1C=C2CCN(CC2=CC1)C(=O)C1=C(C=C(C=C1O)C(F)F)OCC1=CC=CC=C1